FC1(CCN(CCC1)C1=C(C(=O)NC=2C=C(C=CC2)S(=O)(C)=NC(OC(C)(C)C)=O)C(=C(C=N1)C1=CC=CC=C1)C)F tert-butyl ((3-(2-(4,4-difluoroazepan-1-yl)-4-methyl-5-phenylnicotinamido) phenyl)(methyl)(oxo)-λ6-sulfaneylidene)carbamate